(R)-7-(1-cyclopropylethoxy)-2-(1-methyl-2-oxabicyclo[2.1.1]hexan-4-yl)-N-(6-methylpyrazolo[1,5-a]pyrimidin-3-yl)imidazo[1,2-a]pyridine-6-carboxamide C1(CC1)[C@@H](C)OC1=CC=2N(C=C1C(=O)NC=1C=NN3C1N=CC(=C3)C)C=C(N2)C23COC(C2)(C3)C